C(CCCCCCC\C=C/CCCCCC)(=O)OCCCCCCCC\C=C/CCCCCC palmitoleyl palmitoleate